ClC1=CNC=2N=C(N=C(C21)N[C@@H]2C1(CC1)CCN(C2)C(C=C)=O)NC=2C=NN(C2)CC (R)-1-(4-((5-chloro-2-((1-ethyl-1H-pyrazol-4-yl)amino)-7H-pyrrolo[2,3-d]pyrimidin-4-yl)amino)-6-azaspiro[2.5]oct-6-yl)prop-2-en-1-one